(S)-2-amino-3-(pyridin-3-yl)propanoic acid N[C@H](C(=O)O)CC=1C=NC=CC1